1-((R)-1-(4-(8-chloro-[1,2,4]triazolo[1,5-a]pyrazin-6-yl)-5-methoxypyridin-2-yl)ethyl)-1-ethyl-3-(1,1,1-trifluoro-9-hydroxy-3-((tetrahydro-2H-pyran-2-yl)oxy)nonan-4-yl)urea ClC=1C=2N(C=C(N1)C1=CC(=NC=C1OC)[C@@H](C)N(C(=O)NC(C(CC(F)(F)F)OC1OCCCC1)CCCCCO)CC)N=CN2